C1(CC1)C(C)C=1C(=C(C=CC1)C(CC(=O)[O-])C)O 3-(3-(1-cyclopropylethyl)-2-hydroxyphenyl)butanoate